1H-pyrrol-2-carboxylate N1C(=CC=C1)C(=O)[O-]